6-(3,5-difluoroanilino)-N-[(3,5-difluorophenyl)methyl]-3-methoxy-pyridine-2-carboxamide FC=1C=C(NC2=CC=C(C(=N2)C(=O)NCC2=CC(=CC(=C2)F)F)OC)C=C(C1)F